CN1CC=2N(CC1)N=CC2C=2C=C1C(=NC2)NC=C1C1=CC=2N(C=C1)N=CC2C(=O)N[C@@H](C(F)(F)F)C (R)-5-(5-(5-methyl-4,5,6,7-tetrahydropyrazolo[1,5-a]pyrazin-3-yl)-1H-pyrrolo[2,3-b]pyridin-3-yl)-N-(1,1,1-trifluoropropan-2-yl)pyrazolo[1,5-a]pyridine-3-carboxamide